(E)-N-(2-(5-(tert-Butyl)-2-hydroxybenzoyl)isoindolin-4-yl)-4-(dimethylamino)-N-methylbut-2-enamide C(C)(C)(C)C=1C=CC(=C(C(=O)N2CC3=CC=CC(=C3C2)N(C(\C=C\CN(C)C)=O)C)C1)O